Methyl 3-(3-(8-amino-6-(trifluoromethyl)imidazo[1,2-a]pyrazin-3-yl)-4-methylphenylsulfonamido)bicyclo[1.1.1]pentane-1-carboxylate trifluoroacetate salt FC(C(=O)O)(F)F.NC=1C=2N(C=C(N1)C(F)(F)F)C(=CN2)C=2C=C(C=CC2C)S(=O)(=O)NC21CC(C2)(C1)C(=O)OC